N,N-dimethyl-4-[3-(3-thienyl)-1H-pyrazolo[3,4-b]pyridin-4-yl]benzamide CN(C(C1=CC=C(C=C1)C1=C2C(=NC=C1)NN=C2C2=CSC=C2)=O)C